1-(4-(2-methoxypyridin-4-yl)phenyl)-4-(propan-1-yn-1-yl)-1H-indazole-7-carboxylic acid COC1=NC=CC(=C1)C1=CC=C(C=C1)N1N=CC2=C(C=CC(=C12)C(=O)O)C#CC